(S)-N-((R)-1-(6-chloro-1-methyl-2,7-naphthyridin-4-yl)propyl)-2-methylpropan-2-sulfinamide ClC=1C=C2C(=CN=C(C2=CN1)C)[C@@H](CC)N[S@@](=O)C(C)(C)C